[(2E,7aS)-2-ethylidenetetrahydro-1H-pyrrolizin-7a(5H)-yl]methanol C(/C)=C\1/C[C@@]2(CCCN2C1)CO